NC=1C=C(C=C(C1)C(F)(F)F)[C@@H](C)NC1=NC(=NC2=CC(=C(C=C12)OCCCCCCCN1CCCCC1)OC)C (R)-N-(1-(3-Amino-5-(trifluoromethyl)phenyl)ethyl)-7-methoxy-2-methyl-6-((7-(piperidin-1-yl)heptyl)oxy)quinazolin-4-amine